(R)-(3-Aminopiperidin-1-yl)(2-(1-(2,2-difluoroethyl)-1H-indol-2-yl)-3,4-dihydro-5-oxa-1,2a-diazaacenaphthylen-7-yl)methanone N[C@H]1CN(CCC1)C(=O)C=1C=C2OCCN3C(=NC(C1)=C32)C=3N(C2=CC=CC=C2C3)CC(F)F